9-selenabicyclononane C1(CCCCCCC[Se]1)C1CCCCCCCC1